tert-Butyl (E)-(4-((2-amino-4-carbamoyl-6-(3-morpholinopropoxy)phenyl)amino)but-2-en-1-yl)carbamate NC1=C(C(=CC(=C1)C(N)=O)OCCCN1CCOCC1)NC/C=C/CNC(OC(C)(C)C)=O